1-(3-fluorophenyl)-2-thiourea FC=1C=C(C=CC1)NC(=S)N